[(2S,5S)-2,3-dihydro-2,5-methano-1,4-benzoxazepin-4(5H)-yl]-[(R and S)-3-methyloxolan-3-yl]methanone O1[C@@H]2CN([C@H](C3=C1C=CC=C3)C2)C(=O)[C@]2(COCC2)C |&1:14|